C(=O)(OC(C)(C)C)NC(CC=O)CC1=CC=C(C=C1)OC N-Boc-3-Amino-4-(4-methoxy-phenyl)-butyraldehyde